N-(5-cyclopentylpyrimidin-2-yl)-2-[(4,5-dimethyl-1-[[2-(trimethylsilyl)ethoxy]methyl]imidazol-2-yl)sulfanyl]-5-nitrobenzamide C1(CCCC1)C=1C=NC(=NC1)NC(C1=C(C=CC(=C1)[N+](=O)[O-])SC=1N(C(=C(N1)C)C)COCC[Si](C)(C)C)=O